Propionic acid (2-bromo-4-methyl-phenyl) ester BrC1=C(C=CC(=C1)C)OC(CC)=O